[Se]([Se]NC1=CC=CC=C1)NC1=CC=CC=C1 diselanediyldianiline